[5-(6-benzyloxy-3-pyridinyl)pyrazin-2-yl]hydrazine C(C1=CC=CC=C1)OC1=CC=C(C=N1)C=1N=CC(=NC1)NN